2-amino-3,6-dimethylbenzothiazol-3-ium NC=1SC2=C([N+]1C)C=CC(=C2)C